CC(CCCCCC)CCCC(CCCCCC(CCCCCCCC)C)C 7,11,17-Trimethylpentacosane